thiabicyclo[3.1.0]hexane S12CCCC2C1